N-Cyclopropyl-4-methyl-2-phenoxy-1H-imidazole-1-carboxamide C1(CC1)NC(=O)N1C(=NC(=C1)C)OC1=CC=CC=C1